1-(3-((2,4-dimethyl-5-oxo-4H-thiazolo[5',4':4,5]pyrrolo[2,3-d]pyridazin-6(5H)-yl)methyl)phenyl)urea CC=1SC2=C(N(C=3C(N(N=CC32)CC=3C=C(C=CC3)NC(=O)N)=O)C)N1